S(=O)(=O)(O)O.N/C(/C=1C=C(C[C@H](NS(=O)(=O)C2=C(C=C(C=C2C(C)C)C(C)C)C(C)C)C(=O)N2CCN(CC2)C(=O)OCC)C=CC1)=N/O ethyl 4-{3-[(E)-amino(hydroxyimino)methyl]-N-[(2,4,6-triisopropylphenyl) sulfonyl]-L-phenylalanyl}-piperazine-1-carboxylate hydrogen sulphate